tert-butyl 5-(5-(trimethylsilyl)isoxazol-3-yl)isoindoline-2-carboxylate C[Si](C1=CC(=NO1)C=1C=C2CN(CC2=CC1)C(=O)OC(C)(C)C)(C)C